5-chloro-4-(cyclopentylmethoxy)-2-fluoro-N-(piperidin-4-ylsulfonyl)-benzamide ClC=1C(=CC(=C(C(=O)NS(=O)(=O)C2CCNCC2)C1)F)OCC1CCCC1